CC1=C(CNC2=NN(C=C2)C)C(=CC(=C1)B1OC(C(O1)(C)C)(C)C)C N-(2,6-dimethyl-4-(4,4,5,5-tetramethyl-1,3,2-dioxaborolan-2-yl)benzyl)-1-methyl-1H-pyrazol-3-amine